BrC1=CC(=C(C=C1)NC(COC1=C(C=C(C=C1)C(C(=O)NC1CCCCC1)=O)OC)=O)Cl 2-(4-(2-((4-bromo-2-chlorophenyl)amino)-2-oxoethoxy)-3-methoxyphenyl)-N-cyclohexyl-2-oxoacetamide